(S)-benzyl 3-((tert-butoxycarbonyl)amino)-4-(((S)-3-(4-fluorophenyl)-1-((naphthalen-1-ylmethyl)amino)-1-oxopropan-2-yl)amino)-4-oxobutanoate C(C)(C)(C)OC(=O)N[C@@H](CC(=O)OCC1=CC=CC=C1)C(=O)N[C@H](C(=O)NCC1=CC=CC2=CC=CC=C12)CC1=CC=C(C=C1)F